C(#C)C1(CC=C(N=C1)C1=NC=CC=C1)C#C 5,5-diacetylenyl-2,2-bipyridine